C[Si](CCOCN1C=NC(=C1)C1(CC1)N)(C)C 1-(1-((2-(trimethylsilyl)ethoxy)methyl)-1H-imidazol-4-yl)cyclopropanamine